tert-Butyl N-[2-[[[(2R)-2-benzyloxy-2-(trifluoromethyl)hex-5-enoyl]amino] carbamoyl]-6-bromo-5-(trifluoromethyl)-3-pyridyl]carbamate C(C1=CC=CC=C1)O[C@@](C(=O)NNC(=O)C1=NC(=C(C=C1NC(OC(C)(C)C)=O)C(F)(F)F)Br)(CCC=C)C(F)(F)F